5-(4-(aminomethyl)piperidin-1-yl)-1-methyl-1,8-naphthyridin-2(1H)-one hydrochloride Cl.NCC1CCN(CC1)C1=C2C=CC(N(C2=NC=C1)C)=O